C(C)(C)C1=C(NC=2N=C(N=C(C21)N)C2=NC=CC=C2)C isopropyl-6-methyl-2-(pyridin-2-yl)-7H-pyrrolo[2,3-d]pyrimidin-4-amine